C(#N)C=1C=C(C=CC1)C=1N=C(SC1C1=CC(=NC(=C1)C)C)NC(=O)N1CC2(CC1)CCOCC2 N-[4-(3-Cyanophenyl)-5-(2,6-dimethyl-4-pyridyl)thiazol-2-yl]-8-oxa-2-azaspiro[4.5]decan-2-carboxamid